NC1=CC=CC(=N1)S(=O)(=O)NC(=O)C=1C(=NC=C(C1)C1=C(C=CC(=C1)OC(C)C)Cl)N1C(CC(C1)C)(C)C N-[(6-Amino-2-pyridyl)sulfonyl]-5-(2-chloro-5-isopropoxyphenyl)-2-(2,2,4-trimethylpyrrolidin-1-yl)pyridin-3-carboxamid